N=1C=NN2C1C=CC(=C2)C2=CC(=NN2C2=NC(=CC=C2)C)CC(=O)NC2=CC=C(C=C2)C(C)=O 5-([1,2,4]triazolo[1,5-a]pyridin-6-yl)-N-(4-acetylphenyl)-1-(6-methylpyridin-2-yl)-1H-pyrazole-3-carboxyamide